C1CC12CCN(CC2)C=2C=C(C=CC2N2N=NC(=C2)C2=NC(=NC(=C2)OCCO)N2CCC(CC2)(F)F)NS(=O)(=O)CCO N-(3-{6-azaspiro[2.5]octane-6-yl}-4-{4-[2-(4,4-difluoropiperidin-1-yl)-6-(2-Hydroxyethoxy)pyrimidin-4-yl]-1H-1,2,3-triazol-1-yl}phenyl)-2-hydroxyethane-1-sulfonamide